(R)-3-(5-(((tert-butyldimethylsilyl)oxy)methyl)pyridazin-3-yl)-6-(2-(5-fluoro-2-methoxyphenyl)pyrrolidin-1-yl)imidazo[1,2-b]pyridazine [Si](C)(C)(C(C)(C)C)OCC=1C=C(N=NC1)C1=CN=C2N1N=C(C=C2)N2[C@H](CCC2)C2=C(C=CC(=C2)F)OC